4-(2,6-diphenylpyridyl)chlorobenzene C1(=CC=CC=C1)C1=NC(=CC=C1C1=CC=C(C=C1)Cl)C1=CC=CC=C1